C(C1=CC=CC=C1)OC(CC1=C2C=CN(C2=CC(=C1OC=1C=CC(=C(C1)C1=NN(C=C1)C(CCCCC(C=O)(C)C)C=1C=C(C=CC1)CCC(=O)OCC)F)F)S(=O)(=O)C1=CC=C(C)C=C1)=O Ethyl 3-(3-(1-(3-(5-((4-(2-(benzyloxy)-2-oxoethyl)-6-fluoro-1-tosyl-1H-indol-5-yl)oxy)-2-fluorophenyl)-1H-pyrazol-1-yl)-6,6-dimethyl-7-oxoheptyl)phenyl)propanoate